COC1=CC=C(S1)C1=NNC(=C1)NC1=CC=C(C=C1)OCCC1CCN(CC1)C 3-(5-Methoxythiophene-2-yl)-N-(4-(2-(1-methylpiperidin-4-yl)ethoxy)phenyl)-1H-pyrazol-5-amine